(1S,2S)-2-(hydroxymethyl)cyclopropane-1-carboxylic acid ethyl ester C(C)OC(=O)[C@@H]1[C@H](C1)CO